ClC=1C=C(C=C(C1)Cl)C1=NOC(=N1)C=1C=C2C(=NC1)OC(C(C2)O)(C)C 6-(3-(3,5-dichlorophenyl)-1,2,4-oxadiazol-5-yl)-2,2-dimethyl-3,4-dihydro-2H-pyrano[2,3-b]pyridin-3-ol